(R)-4-(4-fluorophenyl)-oxazolidine FC1=CC=C(C=C1)[C@H]1NCOC1